C(C)(C)(C)OC(=O)N(CCOCCCOCC(=O)OC)C(=O)OC(C)(C)C methyl 2-[3-[2-[bis(tert-butoxycarbonyl)amino]ethoxy]propoxy]acetate